(3-fluoropropyl)azetidin-3-amine FCCCN1CC(C1)N